C(CC)N(CC(=O)N[C@@H](CC1=CC=CC=C1)C(=O)OC)CCC methyl dipropylglycyl-L-phenylalaninate